12-[4-(dimethylamino)phenyl]-9-hydroxy-5-methyl-4-thia-2,12-diazatricyclo-[7.3.0.03,7]dodeca-1,3(7),5-trien-8-one CN(C1=CC=C(C=C1)N1CCC2(C(C=3C=C(SC3N=C12)C)=O)O)C